N-(4-(4-cyclopentylpiperazin-1-yl)phenyl)-4-((3,8-dimethyl-2,3-dihydro-1H-pyrido[2,3-b][1,4]oxazin-7-yl)amino)-2-oxo-1,2-dihydropyridine-3-carboxamide C1(CCCC1)N1CCN(CC1)C1=CC=C(C=C1)NC(=O)C=1C(NC=CC1NC1=C(C2=C(OC(CN2)C)N=C1)C)=O